2-hexacosoyl-sn-glycerol C(CCCCCCCCCCCCCCCCCCCCCCCCC)(=O)OC(CO)CO